tert-butyl 4-[3-(benzyl oxy)-6-hydroxyhexyl]-1,4-diazepane-1-carboxylate C(C1=CC=CC=C1)OC(CCN1CCN(CCC1)C(=O)OC(C)(C)C)CCCO